N-(5-Fluoropyridin-3-yl)-2-(((2-(trifluoromethyl)pyridin-4-yl)thio)methyl)-1H-benzo[d]imidazol-5-amine FC=1C=C(C=NC1)NC1=CC2=C(NC(=N2)CSC2=CC(=NC=C2)C(F)(F)F)C=C1